BrC=1C=NN(C1)CC12OCC(C1)C2 4-Bromo-1-(2-oxabicyclo[2.1.1]hexan-1-ylmethyl)pyrazole